1-(4-butoxyphenyl)-3-(1-piperidyl)1-propanol hydrochloride Cl.C(CCC)OC1=CC=C(C=C1)C(CCN1CCCCC1)O